2-phenyl-3-(4-nitrobenzoyloxy)-4H-pyrido[1,2-a]pyrimidin-4-one C1(=CC=CC=C1)C=1N=C2N(C(C1OC(C1=CC=C(C=C1)[N+](=O)[O-])=O)=O)C=CC=C2